tert-Butyl 4-(4-methyl-3-((1-(2-methyl-7-(((trifluoromethyl)sulfonyl)oxy)quinolin-5-yl)cyclopropyl)carbamoyl)phenyl)piperazine-1-carboxylate CC1=C(C=C(C=C1)N1CCN(CC1)C(=O)OC(C)(C)C)C(NC1(CC1)C1=C2C=CC(=NC2=CC(=C1)OS(=O)(=O)C(F)(F)F)C)=O